FC(CN1N=CC=2C1=NC(=CN2)NC2C[C@@H]1[C@@H](CN(C1)C1=NC(=NC=C1)C(F)(F)F)C2)F 1-(2,2-difluoroethyl)-N-((3aR,5s,6aS)-2-(2-(trifluoromethyl)pyrimidin-4-yl)octahydrocyclopenta[c]pyrrol-5-yl)-1H-pyrazolo[3,4-b]pyrazin-6-amine